ClC1=NC=C(C(=C1)OC)C=1NC=CC1 2-chloro-4-methoxy-5-(1H-pyrrol-2-yl)pyridine